bis(pentafluorophenyl)boric acid FC1=C(C(=C(C(=C1OB(OC1=C(C(=C(C(=C1F)F)F)F)F)O)F)F)F)F